2-((6-(3-((1R,3r)-3-(benzyloxy)cyclobutoxy)phenoxy)hexyl)oxy)tetrahydro-2H-pyran C(C1=CC=CC=C1)OC1CC(C1)OC=1C=C(OCCCCCCOC2OCCCC2)C=CC1